CN(S(=O)(=O)C=1SC(=CC1)C)[C@@H](C(F)(F)F)C1=CC=C(C=C1)F (R)-N,5-dimethyl-N-(2,2,2-trifluoro-1-(4-fluorophenyl)ethyl)thiophene-2-sulfonamide